tert-butyl (E)-4-((tosylimino)methyl)piperazine-1-carboxylate S(=O)(=O)(C1=CC=C(C)C=C1)\N=C\N1CCN(CC1)C(=O)OC(C)(C)C